FC=1C=C(C=CC1C)C(=O)C=1SC=CN1 (3-fluoro-4-methylphenyl)(thiazol-2-yl)methanone